FC=1C=C(C(=O)OC(C)(C)C)C=C(C1)C(C)CCC tert-butyl 3-fluoro-5-(pentan-2-yl)benzoate